1-(4-(6-(benzyloxy)-3,4-dihydronaphthalen-1-yl)phenyl)-4-(dimethoxymethyl)-3,5-difluoropiperidine C(C1=CC=CC=C1)OC=1C=C2CCC=C(C2=CC1)C1=CC=C(C=C1)N1CC(C(C(C1)F)C(OC)OC)F